FC1(CC(C1)C1=NN=C(O1)C(=O)N1[C@H](C2=C(CC1)NC=N2)C2=NN1C(C(=CC=C1)F)=C2)F (R)-(5-(3,3-difluorocyclobutyl)-1,3,4-oxadiazol-2-yl)(4-(4-fluoropyrazolo[1,5-a]pyridin-2-yl)-6,7-dihydro-1H-imidazo[4,5-c]pyridin-5(4H)-yl)methanone